CC=1C=CC=C2CCCC(C12)=C 8-methyl-1-methylene-1,2,3,4-tetrahydronaphthalene